BrC=1C=C2C(=NC1)N(C(=C2)C=O)S(=O)(=O)C2=CC=C(C)C=C2 5-bromo-1-tosyl-1H-pyrrolo[2,3-b]pyridine-2-carbaldehyde